Tert-butyl ((1S)-2-((5-(1-(5-chloro-2-carbonylpyridin-1(2H)-yl)-2-methoxyethyl)thiazol-2-yl)amino)-1-((trans)-4-methylcyclohexyl)-2-carbonylethyl)carbamate ClC=1C=CC(N(C1)C(COC)C1=CN=C(S1)NC([C@H]([C@@H]1CC[C@H](CC1)C)NC(OC(C)(C)C)=O)=C=O)=C=O